ergosta-4,6,8(14),22-tetraene-3-one CC(C)[C@@H](C)C=C[C@@H](C)[C@H]1CCC2=C3C=CC4=CC(CC[C@]4(C)[C@H]3CC[C@]12C)=O